tert-butyl 4-(4-((6-(methylamino)pyrimidin-4-yl)amino)phenyl)piperazine-1-carboxylate CNC1=CC(=NC=N1)NC1=CC=C(C=C1)N1CCN(CC1)C(=O)OC(C)(C)C